ClC1=C(C=C(C=C1)F)[C@@H](CC)C1=NN(C(=C1)C)C (1R,2S)-1-(2-chloro-5-fluorophenyl)-1-(1,5-dimethyl-1H-pyrazol-3-yl)propan